CC1=C(C(=O)C2=C(C=CC=3NC4=CC=CC=C4C23)C(C)=NO)C=CC=C1 1-[4-(2-methylbenzoyl)-9H-carbazol-3-yl]-ethane-1-one oxime